2-methoxy-4-{2-[2-(naphthalene-1-sulfonamido)phenyl]ethynyl}benzoic acid COC1=C(C(=O)O)C=CC(=C1)C#CC1=C(C=CC=C1)NS(=O)(=O)C1=CC=CC2=CC=CC=C12